tert-butyl 2-(4-(cyanomethyl)benzyl)hydrazine-1-carboxylate C(#N)CC1=CC=C(CNNC(=O)OC(C)(C)C)C=C1